N-[3-hydroxy-2-(hydroxymethyl)propyl]-1-[4-(6-{2-[3-(trifluoromethoxy)phenyl]acetamido}-pyridazin-3-yl)butyl]-1H-1,2,3-triazole-4-carboxamide OCC(CNC(=O)C=1N=NN(C1)CCCCC=1N=NC(=CC1)NC(CC1=CC(=CC=C1)OC(F)(F)F)=O)CO